ClC1=C(C=CC(=C1F)NC=1C2=C(N=CN1)C=CC(=N2)N2[C@@H]1CN([C@H](C2)C1)C(C=C)=O)C1(CC1)C#N 1-[2-Chloro-3-fluoro-4-[[6-[(1S,4S)-5-prop-2-enoyl-2,5-diazabicyclo[2.2.1]heptan-2-yl]pyrido[3,2-d]pyrimidin-4-yl]amino]phenyl]cyclopropanecarbonitrile